ClC1=NC(=CC(=N1)C1=CC=C(C=C1)C1=CC2=CC=CC=C2C=C1)C1=CC(=CC=C1)C=1C=NC=CC1 2-chloro-4-{4-(naphthalen-2-yl)phenyl}-6-{3-(pyridin-3-yl)phenyl}pyrimidine